FC1=C(C=CC(=C1)F)C1=C(C(=CN1)CNC)OC 1-(5-(2,4-difluorophenyl)-4-methoxy-1H-pyrrol-3-yl)-N-methylmethylamine